N-[3-chloro-4-(2-fluorophenoxy)-2-{(3S)-4-methyl-3-[(methylamino)methyl]piperazin-1-yl}phenyl]-1-(pyridazin-4-yl)-1H-pyrazole-3-carboxamide monobutyrate C(CCC)(=O)O.ClC=1C(=C(C=CC1OC1=C(C=CC=C1)F)NC(=O)C1=NN(C=C1)C1=CN=NC=C1)N1C[C@@H](N(CC1)C)CNC